C(C)(C)OS(=O)(=O)OC(C)C.C[NH2+]C dimethyl-ammonium bis(isopropyl)sulfate